S1C=NC2=C1C(=CC=C2)[C@@H](C=2N=NN(C2)C2(CC2)C(F)(F)F)NC=2C=C1C(=C(C=NC1=C(C2)C#N)C#N)NCC(C)(C)C (S)-6-((benzo[d]thiazol-7-yl(1-(1-(trifluoromethyl)cyclopropyl)-1H-1,2,3-triazol-4-yl)methyl)amino)-4-(neopentylamino)quinoline-3,8-dicarbonitrile